N-((1,2,3,5,6,7-hexahydro-S-indacen-4-yl)carbamoyl)-2-(1-((4-fluorophenyl)sulfonyl)pyrrolidin-2-yl)vinylsulfonamide C1CCC2=C(C=3CCCC3C=C12)NC(=O)NS(=O)(=O)C=CC1N(CCC1)S(=O)(=O)C1=CC=C(C=C1)F